Cl.FC(CN1N=CC=2C1=NC(=CN2)N2CCC1(CNC1)CC2)F 7-[1-(2,2-difluoroethyl)-1H-pyrazolo[3,4-b]pyrazin-6-yl]-2,7-diazaspiro[3.5]nonane hydrochloride